C(C)OC(=O)C1CC(=NN1C1=NC=CC=C1Cl)OS(=O)(=O)C ethyl-1-(3-chloropyridin-2-yl)-3-((methylsulfonyl) oxy)-4,5-dihydro-1H-pyrazole-5-carboxylate